N[C@H](C(=O)NCC1=C(NC(=CC1=O)C)[C@@H]1O[C@]([C@H]([C@H]1C1=C(C(=C(C=C1)F)F)OC)C)(C(F)(F)F)C)C (S)-2-amino-N-((2-((2R,3S,4S,5R)-3-(3,4-difluoro-2-methoxyphenyl)-4,5-dimethyl-5-(trifluoromethyl)tetrahydrofuran-2-yl)-6-methyl-4-oxo-1,4-dihydropyridin-3-yl)methyl)propanamide